pentamethylene oxalate C1(C(=O)OCCCCCO1)=O